ClC=1C=C(C=NC1C1=NOC(=N1)CCCCCC(=O)N1CCN(CC1)C=1C=C2CN(C(C2=CC1)=O)C1C(NC(CC1)=O)=O)NC(=O)NC=1C=NC=2N(C1C1CCCCC1)N=CC2 1-[5-chloro-6-[5-[6-[4-[2-(2,6-dioxo-3-piperidyl)-1-oxo-isoindolin-5-yl]piperazin-1-yl]-6-oxo-hexyl]-1,2,4-oxadiazol-3-yl]-3-pyridyl]-3-(7-cyclohexylpyrazolo[1,5-a]pyrimidin-6-yl)urea